3-(2H-benzotriazolyl)-5-(1,1-dimethylethyl)-4-hydroxy-phenylpropionic acid octyl ester C(CCCCCCC)OC(C(C)C1=CC(=C(C(=C1)C(C)(C)C)O)N1N=C2C(=N1)C=CC=C2)=O